FC(C1=NNC(=C1)C=O)(F)F (3-(trifluoromethyl)-1H-pyrazol-5-yl)methanone